N1N=NN=C1C=1C=C(C=CC1)C=1C=C2C(=NC=NC2=CC1)NC=1C=NC=C(C1)Cl 6-(3-(1H-tetrazol-5-yl)phenyl)-N-(5-chloropyridin-3-yl)quinazolin-4-amine